C1(=C(C=CC=C1)C=1C(=O)NC(C1)=O)C=1C(=O)NC(C1)=O (o-phenylene)bismaleimide